N[C@H](C(=O)O)C1=CC=C(C=C1)F (S)-2-amino-2-(4-fluorophenyl)acetic acid